2-amino-3,4-dichlorobenzoic acid NC1=C(C(=O)O)C=CC(=C1Cl)Cl